1-(5-((4-(4,5-dichloropyridin-2-yl)piperazin-1-yl)methyl)-1-oxoisoindolin-2-yl)dihydropyrimidine-2,4(1H,3H)-dione ClC1=CC(=NC=C1Cl)N1CCN(CC1)CC=1C=C2CN(C(C2=CC1)=O)N1C(NC(CC1)=O)=O